BrC1=NN(C(=N1)[C@@H](C)O)C1CC1 (R)-1-(3-Bromo-1-cyclopropyl-1H-1,2,4-triazol-5-yl)ethanol